(1S)-1-(2-bromo-4-pyridyl)-2,2-difluoro-ethanol BrC1=NC=CC(=C1)[C@@H](C(F)F)O